(S)-3,3'-bis(4-phenylphenyl)-1,1'-binaphthol phosphonate P(O)(O)=O.C1(=CC=CC=C1)C1=CC=C(C=C1)C1=C(C(=C2C=CC=CC2=C1)C1=CC(=CC2=CC=CC=C12)C1=CC=C(C=C1)C1=CC=CC=C1)O